((2r,4S,5r)-4-azido-5-hydroxytetrahydro-2H-pyran-2-yl)((S)-1-(4-fluorophenyl)-3,4-dihydroisoquinolin-2(1H)-yl)methanone N(=[N+]=[N-])[C@H]1C[C@@H](OC[C@@H]1O)C(=O)N1[C@H](C2=CC=CC=C2CC1)C1=CC=C(C=C1)F